10,12-dibromo-5-(2-butyloctyl)-6-chloro-4,11-dithiatricyclo[7.3.0.03,7]dodeca-1(12),3(7),5,9-tetraene-2,8-dione BrC1=C2C(C=3C(=C(SC3C(C2=C(S1)Br)=O)CC(CCCCCC)CCCC)Cl)=O